N-(4-((3-aminopropyl)(methyl)amino)quinolin-8-yl)-4-chloropicolinamide hydrochloride Cl.NCCCN(C1=CC=NC2=C(C=CC=C12)NC(C1=NC=CC(=C1)Cl)=O)C